tert-butyl 7-(4-chloro-7,7-dimethyl-5-oxo-5,7-dihydroindolo[1,2-a]quinazolin-10-yl)-4,7-diazaspiro[2.5]octane-4-carboxylate ClC=1C=2C(N=C3N(C2C=CC1)C1=CC(=CC=C1C3(C)C)N3CCN(C1(CC1)C3)C(=O)OC(C)(C)C)=O